7-chloro-3-methoxy-5-methyl-4-vinyl-thieno[2,3-c]pyridine ClC=1N=C(C(=C2C1SC=C2OC)C=C)C